COC(C1=C(C(=C(C(=C1)O)F)F)NC1=C(C=C(C=C1)I)F)=O 3,4-difluoro-2-(2-fluoro-4-iodoanilino)-5-hydroxybenzoic acid methyl ester